(3R,6S)-6-(Hydroxymethyl)oxan OC[C@@H]1CCCCO1